CS(=O)(=O)OC[C@@]1(C(C1)(F)F)COCOC (S)-(2,2-difluoro-1-((methoxymethoxy)methyl)cyclopropyl)methyl methanesulfonate